copper-indium-gallium-tin [Sn].[Ga].[In].[Cu]